OC1=C(C=CC=C1)C1=CC(=CN=N1)N1CCC(CC1)(C(=O)N1CC2(CN(C2)CC2CCN(CC2)C2=CC=C(C=C2)[C@H]2C(NC(CC2)=O)=O)C1)C1=CC=CC=C1 (3S)-3-(4-{4-[(6-{1-[6-(2-HYDROXYPHENYL)PYRIDAZIN-4-YL]-4-PHENYLPIPERIDINE-4-CARBONYL}-2,6-DIAZASPIRO[3.3]HEPTAN-2-YL)METHYL]PIPERIDIN-1-YL}PHENYL)PIPERIDINE-2,6-DIONE